C(=C)[Si](C)C=C divinyl-methyl-silicon